2-hydroxy-1-(4-(4-(2-hydroxy-2-methylpyranyl)benzyl)phenyl)-2-methylpropan-1-one OC(C(=O)C1=CC=C(C=C1)CC1=CC=C(C=C1)C=1C(OC=CC1)(C)O)(C)C